tri(n-propyl)ethoxysilane C(CC)[Si](OCC)(CCC)CCC